FC1=CC=C(C=C1)NC(=O)C1(CCC1)C=1C=C2CCCN(C2=CC1)C1=NC=NC=C1 N-(4-fluorophenyl)-1-[1-(pyrimidin-4-yl)-1,2,3,4-tetrahydroquinolin-6-yl]cyclobutane-1-carboxamide